6-((4-phenyl-1H-1,2,3-triazol-1-yl)methyl)nicotinonitrile C1(=CC=CC=C1)C=1N=NN(C1)CC1=NC=C(C#N)C=C1